C1(=CC=CC=C1)[C@@H](C)C1(CCCC=2C3=CC(=CC=C3NC12)C=1C=NC=NC1)N ((R)-1-Phenylethyl)-6-(pyrimidin-5-yl)-2,3,4,9-tetrahydro-1H-carbazol-1-amine